BrC1=CC=2C(C3=CC(=CC=C3C2C=C1)Br)(CCO)CCO 2,2'-(2,7-dibromo-9H-fluorene-9,9-diyl)bis(ethane-1-ol)